pentacyclo[6.3.1.02,7.03,5.09,11]dodecane C12C3C4CC4CC3C(C3CC31)C2